C(C)(C)(C)N1N=C(C=C1)N 1-(Tert-butyl)-1H-pyrazol-3-amine